2-(4-chlorophenyl)phenanthrene ClC1=CC=C(C=C1)C1=CC=2C=CC3=CC=CC=C3C2C=C1